tert-butyl (S)-2-(6-bromopyridin-2-yl)morpholine-4-carboxylate BrC1=CC=CC(=N1)[C@@H]1CN(CCO1)C(=O)OC(C)(C)C